(R,E)-N-(4-((4-([1,2,4]triazolo[1,5-a]pyridin-7-yloxy)-2-methoxy-5-methylphenyl)amino)-7-methoxyquinazolin-6-yl)-2-fluoro-3-(1-methylpyrrolidin-2-yl)acrylamide N=1C=NN2C1C=C(C=C2)OC2=CC(=C(C=C2C)NC2=NC=NC1=CC(=C(C=C21)NC(/C(=C\[C@@H]2N(CCC2)C)/F)=O)OC)OC